Tetrakis(4-methoxyphenyl)benzidin COC1=CC=C(C=C1)N(C1=CC=C(C2=CC=C(N(C3=CC=C(C=C3)OC)C3=CC=C(C=C3)OC)C=C2)C=C1)C1=CC=C(C=C1)OC